C1(CC1)C=1N=C(SC1C(=O)O)C1=CC=2N(C=C1)N=CC2C=2C(=NOC2C)C 4-cyclopropyl-2-[3-(3,5-dimethylisoxazol-4-yl)pyrazolo[1,5-a]pyridin-5-yl]thiazole-5-carboxylic acid